BrC=1C=C(C=C2C=NC(=NC12)C1(CC(=C(C=C1)N(C)CCN(C)C)C=C)N)F 4-(8-bromo-6-fluoroquinazolin-2-yl)-N1-(2-(dimethylamino)ethyl)-N1-methyl-2-vinylbenzene-1,4-diamine